C(C)OC(CC\C=C\C(CCOS(=O)(=O)C)OS(=O)(=O)C)=O (E)-6,8-dimethylsulfonyloxyoct-4-enoic acid ethyl ester